FC=1C=C(C=CC1)C=1C(=NN(C1C(=O)O)C=1SC(=C(N1)C1=CC=C(C=C1)S(F)(F)(F)(F)F)SC(C)C)C 4-(3-fluorophenyl)-1-(5-(isopropylsulfanyl)-4-(4-(pentafluoro-λ6-sulfanyl)phenyl)thiazol-2-yl)-3-methyl-1H-pyrazole-5-carboxylic acid